dimethylene glycol diacrylate C(C=C)(=O)OCCOC(C=C)=O